1-((S)-3-((4-((3-chloro-2-fluoro-4-(((S)-tetrahydrofuran-2-yl)methoxy)phenyl)-amino)pyrido[3,2-d]pyrimidin-6-yl)oxy)pyrrolidin-1-yl)prop-2-en-1-one ClC=1C(=C(C=CC1OC[C@H]1OCCC1)NC=1C2=C(N=CN1)C=CC(=N2)O[C@@H]2CN(CC2)C(C=C)=O)F